OC(C(=O)NCCC1CCC=2C=CC=3N=C(OC3C12)C)C 2-hydroxy-N-[2-(2-methyl-7,8-dihydro-6H-indeno[5,4-d][1,3]oxazol-8-yl)ethyl]propanamide